3-hydroxy-4'-carboxybiphenyl OC=1C=C(C=CC1)C1=CC=C(C=C1)C(=O)O